1-(2-amino-6,7-dihydrothiazolo[4,5-c]pyridin-5(4H)-yl)-2-morpholinoethan-1-one NC=1SC2=C(CN(CC2)C(CN2CCOCC2)=O)N1